O=S1(N(C=CC=N1)C=1C=NN2C1CN([C@H](C2)C)C(=O)NC2=CC(=C(C(=C2)F)F)F)=O (6S)-3-(1,1-dioxo-1,2,6-thiadiazine-2-yl)-6-methyl-N-(3,4,5-trifluorophenyl)-6,7-dihydro-4H-pyrazolo[1,5-a]pyrazine-5-carboxamide